(E)-2-(3-(4-chlorophenyl)-2-nitroprop-1-en-1-yl)phenol ClC1=CC=C(C=C1)C\C(=C/C1=C(C=CC=C1)O)\[N+](=O)[O-]